methyl (S)-2-amino-3-(2-{[2-(2-methoxyphenyl)pyrimidin-4-yl]methoxy}phenyl)propanoate HCl salt Cl.N[C@H](C(=O)OC)CC1=C(C=CC=C1)OCC1=NC(=NC=C1)C1=C(C=CC=C1)OC